C(C)(C)N(C(C(F)F)=O)C(C)C N,N-diisopropyl-2,2-difluoroacetamide